4-[5-[(3,4-difluorophenyl)methylcarbamoyl]-2-thienyl]-2-isobutyl-5-(5-methyl-1,3,4-oxadiazol-2-yl)-6-[2-(1-piperidyl)ethyl]pyridine-3-carboxamide FC=1C=C(C=CC1F)CNC(=O)C1=CC=C(S1)C1=C(C(=NC(=C1C=1OC(=NN1)C)CCN1CCCCC1)CC(C)C)C(=O)N